OC1=C(N=C(N(C1=O)C)C1=CC(=CC(=C1)C1=NN(C=C1)C)C)C(=O)NC=1C=NOC1 5-hydroxy-N-(isoxazol-4-yl)-1-methyl-2-(3-methyl-5-(1-methyl-1H-pyrazol-3-yl)phenyl)-6-oxo-1,6-dihydropyrimidine-4-carboxamide